6-chloro-4-cyclopropyl-7-[2-(trimethylsilyl)ethynyl]cinnoline ClC=1C=C2C(=CN=NC2=CC1C#C[Si](C)(C)C)C1CC1